2-(4-chloro-5-methylsulfanyl-6-oxo-pyridazin-1-yl)-N-[3-[2-(2-fluorophenyl)ethylsulfamoyl]-4-methyl-phenyl]propanamide ClC=1C=NN(C(C1SC)=O)C(C(=O)NC1=CC(=C(C=C1)C)S(NCCC1=C(C=CC=C1)F)(=O)=O)C